ClC1=C(C=CC=C1)C=1N=C(SC1)N(\N=C\C1=C(C(=O)NO)C=CC=C1)C (E)-2-((2-(4-(2-chlorophenyl)thiazol-2-yl)-2-methylhydrazinylidene)methyl)-N-hydroxybenzamide